COC=1C=CC=2C(C3=C(NC2C1)C=CS3)(C)C 6-methoxy-9,9-dimethyl-4,9-dihydrothieno[3,2-b]quinoline